C(C)(C)(C)[Si](C)(C)OCCCOC1=C(C=C(C=C1OC)C#C)OC tert-butyl-(3-(4-ethynyl-2,6-dimethoxy-phenoxy)propoxy)dimethylsilane